C[C@H]1O[C@H](CC(C1)OC1=C(C(=C(C=C1)C1(CC=C(C=C1)S(=O)(=O)N(C)C)S(=O)(=O)N)N1CCCCC1)F)C 4-{[(2R,6S)-2,6-dimethyloxan-4-yl]oxy(piperidin-1-yl)-3-fluorophenyl}-N1,N1-dimethylbenzene-1,4-disulfonamide